N1[C@@H](CCC1)C(=O)N[C@@H]([C@@H](C)CC)C(=O)O Prolyl-Isoleucine